C(C)C1CCC(CC1)OC(N)=O carbamic acid 4-ethylcyclohexyl ester